7-(5-((Hexahydropyrrolo[1,2-a]pyrazin-2(1H)-yl)sulfonyl)-2-methylphenyl)imidazo[2,1-f][1,2,4]triazin-4-amine C1C2N(CCN1S(=O)(=O)C=1C=CC(=C(C1)C1=CN=C3C(=NC=NN31)N)C)CCC2